2-chloro-1-[3-[4-[(1R)-1,2-dihydroxyethyl]-1-[4-(trifluoromethoxy)phenyl]pyrazolo[3,4-b]pyridin-3-yl]azetidin-1-yl]prop-2-en-1-one ClC(C(=O)N1CC(C1)C1=NN(C2=NC=CC(=C21)[C@H](CO)O)C2=CC=C(C=C2)OC(F)(F)F)=C